2-(6-(((1S,2R,3R,5R)-2-fluoro-8-azabicyclo[3.2.1]octan-3-yl)(methyl)amino)pyridazin-3-yl)-5-(5-methyl-2H-tetrazol-2-yl)phenol F[C@@H]1[C@@H]2CC[C@H](C[C@H]1N(C1=CC=C(N=N1)C1=C(C=C(C=C1)N1N=C(N=N1)C)O)C)N2